1-(3-(1-((2-fluorophenyl)amino)ethyl)phenyl)-3-(3-(2-methoxyethyl)-2,4-dioxo-1-(2-(piperidin-1-yl)ethyl)-1,2,3,4-tetrahydroquinazolin-6-yl)urea FC1=C(C=CC=C1)NC(C)C=1C=C(C=CC1)NC(=O)NC=1C=C2C(N(C(N(C2=CC1)CCN1CCCCC1)=O)CCOC)=O